3-{1-cyclopentyl-4-[(1-methylpiperidin-4-yl)amino]-1H-indol-2-yl}prop-2-yn C1(CCCC1)N1C(=CC2=C(C=CC=C12)NC1CCN(CC1)C)C#CC